C1=CC(=C(C=C1C2=C(C(=O)C3=C(C=C(C=C3O2)OS(=O)(=O)O)O)OS(=O)(=O)O)O)OS(=O)(=O)O The molecule is a quercetin trissulfate having the three sulfo groups placed at the 3-, 4'- and 7-positions. It is a dihydroxyflavone and a quercetin trissulfate.